(3-(tetrahydrofuran-3-yl) phenyl) methanesulfonate CS(=O)(=O)OC1=CC(=CC=C1)C1COCC1